C1(=CC=CC=C1)CS(=O)(=O)NC1=C(C(=C(C=C1F)C1=NC=2C=NC(=NC2N(C1=O)C(C)C)N[C@@H]1CNC[C@H](C1)F)F)F 1-Phenyl-N-(2,3,6-trifluoro-4-(2-(((3S,5S)-5-fluoropiperidin-3-yl)amino)-8-isopropyl-7-oxo-7,8-dihydropteridin-6-yl)phenyl)methanesulfonamide